CC(C(C)=O)CC 3-methyl-2-oxopentane